SO mercaptoalcohol